3-(((8-isopropyl-2-((tetrahydro-2H-pyran-4-yl)amino)pyrazolo[1,5-a][1,3,5]triazin-4-yl)amino)methyl)phenyl 4-acryloylpiperazine-1-carboxylate C(C=C)(=O)N1CCN(CC1)C(=O)OC1=CC(=CC=C1)CNC1=NC(=NC=2N1N=CC2C(C)C)NC2CCOCC2